C(C)(C)(C)OC(NCCCCNC1=C(C=NC2=CC=CC=C12)N)=O (3-Aminoquinolin-4-ylamino)butylcarbamic acid tert-butyl ester